allyl (6S,6aS)-3-(benzyloxy)-6-hydroxy-2-methoxy-12-oxo-8-(thiophen-3-yl)-6,6a,9,10-tetrahydrobenzo[e]pyrido[1,2-a][1,4]diazepine-5(12H)-carboxylate C(C1=CC=CC=C1)OC=1C(=CC2=C(N([C@H]([C@H]3N(C2=O)CCC(=C3)C3=CSC=C3)O)C(=O)OCC=C)C1)OC